N1=CC(=CC=C1)C1=NC(=NC(=N1)C=1C=NC=CC1)C1=CC=C(C=C1)B(O)O (4-(4,6-bis(pyridin-3-yl)-1,3,5-triazin-2-yl)phenyl)boronic acid